ClC=1C=C(C=CC1)[C@H]1[C@@H](CNCC1)N(C(=O)C=1NC=CN1)C N-((3S,4S)-4-(3-chlorophenyl)piperidin-3-yl)-N-methyl-1H-imidazole-2-carboxamide